2-Methyl-1-(5-((7-methyl-6-azaspiro[3.4]octan-6-yl)sulfonyl)isoindolin-2-yl)propan-1-one CC(C(=O)N1CC2=CC=C(C=C2C1)S(=O)(=O)N1CC2(CCC2)CC1C)C